ClC=1C=C(OC2CCC(CC2)N2NC=CC=C2N2CCC(CC2)C=O)C=CC1C#N N-((1r,4r)-4-(3-Chloro-4-cyanophenoxy)cyclohexyl)-6-(4-formylpiperidin-1-yl)pyridazine